4-(4-([1,2,4]triazolo[1,5-a]pyridin-5-yl)phenyl)-N-(2-ethynylthiazol-4-yl)piperazine-1-carboxamide N=1C=NN2C1C=CC=C2C2=CC=C(C=C2)N2CCN(CC2)C(=O)NC=2N=C(SC2)C#C